5-((2R,4S)-2-(2-(3-aminopropoxy)-5-fluorophenyl)-4-fluoropyrrolidin-1-yl)pyrazolo[1,5-a]pyrimidine-3-carboxylic acid NCCCOC1=C(C=C(C=C1)F)[C@@H]1N(C[C@H](C1)F)C1=NC=2N(C=C1)N=CC2C(=O)O